di(2-ethyl decyl) phthalate C(C=1C(C(=O)OCC(CCCCCCCC)CC)=CC=CC1)(=O)OCC(CCCCCCCC)CC